ethyl (2Z)-3-bromo-2-fluoroprop-2-enoate Br\C=C(\C(=O)OCC)/F